(R)-4-fluoro-3-methyl-N-(1-(2-methyl-3-(trifluoromethyl)phenyl)ethyl)-7-(piperazin-1-yl)isoquinolin-1-amine FC1=C(N=C(C2=CC(=CC=C12)N1CCNCC1)N[C@H](C)C1=C(C(=CC=C1)C(F)(F)F)C)C